Methyl-4-(4-methylpiperazin-1-ylmethyl)-3-trifluoromethyl-benzoic acid methyl ester COC(C1=C(C(=C(C=C1)CN1CCN(CC1)C)C(F)(F)F)C)=O